C(CC=C)N(S(=O)(=O)C1=CC=C(C=C1)C)C1=C(C=C(C=C1)Cl)C(=C)C1=C(C=CC=C1)F N-(but-3-en-1-yl)-N-(4-chloro-2-(1-(2-fluorophenyl)vinyl)phenyl)-4-methylbenzenesulfonamide